C(C)(C)(C)C=1C=C(C(=O)NC2=CC3=C(SC(=C3)CCC(=O)OCC)C=C2)C=CC1 ethyl 3-(5-(3-(tert-butyl)benzamido)benzo[b]thiophen-2-yl)propanoate